7-(bromomethyl)-5-(3-methoxyphenyl)-3-methylquinoxalin-2(1H)-one BrCC1=CC(=C2N=C(C(NC2=C1)=O)C)C1=CC(=CC=C1)OC